[Si](C)(C)(C(C)(C)C)OCC=1C(=NC=CC1)C1(OC(CNC1)C)C 6-(((tert-butyldimethylsilyloxy)methyl)pyridin-2-yl)-2,6-dimethylmorpholine